NC=1C=C(C=CC1)\C=C\C(=O)C1=CC(=CC=C1)N 3,3'-diaminochalcone